N-(6-Cyano-3-pyridyl)-1-methyl-2-oxo-quinoline-3-carboxamide C(#N)C1=CC=C(C=N1)NC(=O)C=1C(N(C2=CC=CC=C2C1)C)=O